(S)-1'-(6-amino-5-((2-amino-3-chloropyridin-4-yl)thio)-3-bromopyrazin-2-yl)-1,3-dihydrospiro[inden-2,4'-piperidin]-1-amine NC1=C(N=C(C(=N1)N1CCC2(CC1)[C@@H](C1=CC=CC=C1C2)N)Br)SC2=C(C(=NC=C2)N)Cl